(2S,4R)-N-((1H-pyrrolo[3,2-c]pyridin-2-yl)methyl)-4-(difluoromethoxy)-1-((3-((2-fluoro-4-methylphenyl)amino)benzoyl)glycyl)pyrrolidine-2-carboxamide N1C(=CC=2C=NC=CC21)CNC(=O)[C@H]2N(C[C@@H](C2)OC(F)F)C(CNC(C2=CC(=CC=C2)NC2=C(C=C(C=C2)C)F)=O)=O